CS(=O)CCN1N=CC=C1 2-(Methylsulfinyl)ethyl-1H-pyrazol